3-[6-(6-isopropylsulfanyl-pyridin-2-yl)-quinolin-2-yl]-propionic acid C(C)(C)SC1=CC=CC(=N1)C=1C=C2C=CC(=NC2=CC1)CCC(=O)O